COC1=C(C=CC=C1)C1(OC(=C(C1=O)O[Si](C)(C)C)N)C 2-(2-methoxyphenyl)-2-methyl-4-trimethylsiloxy-5-amino-3(2H)-furanone